(E)-N-(6-(4-((tris(4-methoxyphenyl)methoxy)methyl)-4-(hydroxymethyl)piperidin-1-yl)-6-oxohexyl)-4-((4-(dimethylamino)phenyl)diazenyl)benzenesulfonamide COC1=CC=C(C=C1)C(OCC1(CCN(CC1)C(CCCCCNS(=O)(=O)C1=CC=C(C=C1)\N=N\C1=CC=C(C=C1)N(C)C)=O)CO)(C1=CC=C(C=C1)OC)C1=CC=C(C=C1)OC